The molecule is a saturated fatty aldehyde formally arising from reduction of the carboxy group of caprylic acid (octanoic acid). It has a role as a plant metabolite. It is a saturated fatty aldehyde, a n-alkanal and a medium-chain fatty aldehyde. CCCCCCCC=O